cyclopentadienyl-potassium ruthenium [Ru].C1(C=CC=C1)[K]